2-((8S,9S,10R,11S,13S,14S,17R)-11,17-dihydroxy-10,13-dimethyl-3-oxo-2,3,6,7,8,9,10,11,12,13,14,15,16,17-tetradecahydro-1H-cyclopenta[a]phenanthren-17-yl)-2-oxoethyl 5-aminopentanoate NCCCCC(=O)OCC(=O)[C@]1(CC[C@H]2[C@@H]3CCC4=CC(CC[C@@]4([C@H]3[C@H](C[C@]12C)O)C)=O)O